8-bromo-2-chloroquinazolin BrC=1C=CC=C2C=NC(=NC12)Cl